FCCCN1CC(C1)OC1=CC=C(C(=O)C2=C(C=NC3=CC(=CC=C23)C(=O)OC)C2=CC=C(C=C2)C(F)(F)F)C=C1 methyl 4-(4-((1-(3-fluoropropyl)azetidin-3-yl)oxy)benzoyl)-3-(4-(trifluoromethyl)phenyl)quinoline-7-carboxylate